C(C)OC(=O)C1=CC(=NN1C1=CC(=CC=C1)F)OCC 3-ethoxy-1-(3-fluorophenyl)-1H-pyrazole-5-carboxylic acid ethyl ester